C12(CC(C1)C2)N2C=C(C=1N=C(N=CC12)SCCC(=O)OCC(CCCC)CC)N1CC(C(C1)(F)F)(F)F 2-ethylhexyl 3-((5-(bicyclo[1.1.1]pentan-1-yl)-7-(3,3,4,4-tetrafluoropyrrolidin-1-yl)-5H-pyrrolo[3,2-d]pyrimidin-2-yl)thio)propionate